2,4,6-tris(4-formyl-phenoxy)-1,3,5-triazine C(=O)C1=CC=C(OC2=NC(=NC(=N2)OC2=CC=C(C=C2)C=O)OC2=CC=C(C=C2)C=O)C=C1